S1C(=NC2=C1C=CC=C2)NC(CBr)=O N-(benzothiazolyl)-2-bromoacetamide